aminoethyl-γ-aminopropyl-trimethoxysilane NCCCO[Si](OC)(OC)CCCN